rac-(3aR,5R,7S,7aR)-1-ethyl-3,3,5,7-tetramethyl-5-phenyloctahydro-benzo[c]isoxazole C(C)N1OC([C@H]2[C@H]1[C@H](C[C@](C2)(C2=CC=CC=C2)C)C)(C)C |r|